(2R,3S)-3-fluoro-1-methylpyrrolidin F[C@@H]1CN(CC1)C